benzyl (E)-3-(3,4-dihydroxyphenyl)prop-2-enoate OC=1C=C(C=CC1O)/C=C/C(=O)OCC1=CC=CC=C1